OC1(CC1)C1=CC(=NO1)C(=O)O 5-(1-hydroxycyclopropyl)isoxazole-3-carboxylic acid